11-carbonyl-octadecanoic acid methyl ester COC(CCCCCCCCCC(CCCCCCC)=C=O)=O